(S)-oxetan-3-yl 4-(6-(4-(1-isopropylpiperidin-3-yl)phenyl)pyrrolo(1,2-b)pyridazin-4-yl)piperazine-1-carboxylate C(C)(C)N1C[C@@H](CCC1)C1=CC=C(C=C1)C=1C=C2N(N=CC=C2N2CCN(CC2)C(=O)OC2COC2)C1